C(CCCC)O\N=C/1\C=2C=CC(=CC2CCC1)N (5E)-5-[(pentyloxy)imino]-7,8-dihydro-6H-naphthalen-2-amine